N1(CCC[C@H]2CCCC[C@H]12)C(C(CCO[Si](C1=CC=CC=C1)(C1=CC=CC=C1)C(C)(C)C)NCC1=C(C=C(C=C1)OC)OC)=O 1-[(4aR,8aS)-3,4,4a,5,6,7,8,8a-octahydro-2H-quinolin-1-yl]-4-[tert-butyl(diphenyl)silyl]oxy-2-[(2,4-dimethoxyphenyl)methylamino]butan-1-one